COC1=CC=C(CNC=2C(=NN(C2)C2OCCCC2)C(=O)N)C=C1 4-((4-methoxybenzyl)amino)-1-(tetrahydro-2H-pyran-2-yl)-1H-pyrazole-3-carboxamide